BrC=1C(=NC(=NC1)C)Cl 5-bromo-4-chloro-2-methyl-pyrimidine